C1(=C(C=CC=C1)[C@H](CO)O)C1=CC=CC=C1 (R)-1-([1,1'-biphenyl]-2-yl)ethane-1,2-diol